4-bromo-ε,ε,2,5-tetrafluoro-benzenehexanoic acid BrC1=CC(=C(C=C1F)C(CCCCC(=O)O)(F)F)F